COC=1C=C(C=CC1)NC1=NC=NC2=CC(=CC=C12)C=1C=NC(=CC1)N1CCOCC1 N-(3-methoxyphenyl)-7-(6-morpholinylpyridin-3-yl)quinazolin-4-amine